CC1(C(CNCC1)NC(OC(C)(C)C)=O)C tert-butyl (4,4-dimethylpiperidin-3-yl)carbamate